FC(C)(F)C=1N=C2N(C=C(C(=C2)OC(C)C)C(=O)NC2=NC(=CC=C2)C(F)F)C1 2-(1,1-difluoroethyl)-N-(6-(difluoromethyl)pyridin-2-yl)-7-isopropoxyimidazo[1,2-a]pyridine-6-carboxamide